C(C)(=O)C1=C(OCCCNC(OC(C)(C)C)=O)C=CC=C1OC tert-Butyl 3-(2-acetyl-3-methoxyphenoxy)propylcarbamate